FC1=CC=C(CNC(=O)C2=CC=C(C=C2)C2=CC=C(O2)\C=C/2\C(=NN(C2=O)C2=CC=C(C(=O)OCC)C=C2)C)C=C1 (Z)-Ethyl 4-(4-((5-(4-((4-fluorobenzyl)carbamoyl)phenyl)furan-2-yl)methylene)-3-methyl-5-oxo-4,5-dihydro-1H-pyrazol-1-yl)benzoate